N-Boc-(L)-aspartic acid C(=O)(OC(C)(C)C)N[C@@H](CC(=O)O)C(=O)O